C(C=C)(=O)OCCOC1=C(C=CC=C1)C(C)(C)C1=C(C=CC=C1)OCCOC(C=C)=O 2,2-bis[(2-acryloxyethoxy)phenyl]propane